NC1=CC=C(OC2=C(C=C(C=C2)OC2=CC=C(C=C2)N)C(C)(C)C)C=C1 1,4-bis(4-aminophenoxy)-2-t-butylbenzene